C(C)(C)(C)S(=O)NC1CCC2=C(N(C(=C21)Cl)C)C(=O)NC2=CC(=C(C=C2)F)Cl 4-((tert-butylsulfinyl)amino)-3-chloro-N-(3-chloro-4-fluorophenyl)-2-methyl-2,4,5,6-tetrahydrocyclopenta[c]pyrrole-1-carboxamide